COC[C@H](C)N1C(=CC2=C1N=C(N=C2)NC=2C(=NN(C2)[C@@H](COC)C)OC2COC2)C#N 7-((S)-1-methoxypropane-2-yl)-2-((1-((R)-1-methoxypropane-2-yl)-3-(oxetan-3-yloxy)-1H-pyrazol-4-yl)amino)-7H-pyrrolo[2,3-d]pyrimidine-6-carbonitrile